C1(CCCCC1)CC=1C=C(C=C(C1OC)C1=CC=CC=C1)N 5-(cyclohexylmethyl)-6-methoxy-[1,1'-biphenyl]-3-amine